caprylic acid cetyl ester C(CCCCCCCCCCCCCCC)OC(CCCCCCC)=O